BrC=1C=C(C(=NC1)F)C#N 5-bromo-2-fluoro-3-cyanopyridine